P(O)(N)OC[C@@H]1[C@H]([C@]([C@@H](O1)N1C=NC=2C(N)=NC=NC12)(O)C)O 2'-C-methyl-adenosine phosphoramidite